(E)-1-(2-bromo-1-chloro-2-iodovinyl)-4-tert-butylbenzene Br\C(=C(/Cl)\C1=CC=C(C=C1)C(C)(C)C)\I